5-bromo-(4-methoxy-phenoxy)pyridine BrC=1C=CC(=NC1)OC1=CC=C(C=C1)OC